B(O)(O)CCCCC1(NCCC1)C(=O)O 2-(4-boronobutyl)pyrrolidine-2-carboxylic acid